N-{(6S,7aS)-3-oxo-2-[4-(1,3-thiazol-5-yl)-1,2-benzoxazol-3-yl]hexahydro-1H-pyrrolo[1,2-c]imidazol-6-yl}ethanesulfonamide O=C1N(C[C@H]2N1C[C@H](C2)NS(=O)(=O)CC)C2=NOC1=C2C(=CC=C1)C1=CN=CS1